N-(4-((2-amino-3-chloropyridin-4-yl)oxy)-3-fluorophenyl)-3-phenyl-4-(trifluoromethyl)isoxazole-5-Carboxamide NC1=NC=CC(=C1Cl)OC1=C(C=C(C=C1)NC(=O)C1=C(C(=NO1)C1=CC=CC=C1)C(F)(F)F)F